CC1=NN(C=2C3=C(C(C(C12)=O)=O)C=CC=C3)CCC3=CC=CC=C3 3-methyl-1-phenethyl-1H-benzo[g]indazole-4,5-dione